O-benzotriazole-1-yl-1,1,3,3-tetramethyluronium tetrafluoroborate F[B-](F)(F)F.N1(N=NC2=C1C=CC=C2)OC(=[N+](C)C)N(C)C